N-(2-oxo-propyl)-N-propyl-acetamide O=C(CN(C(C)=O)CCC)C